NC1=NC(=NC2=CC=CC=C12)C=1C=C2CN(C(C2=CC1)=O)C1C(NC(CC1)=O)=O 3-[5-(4-aminoquinazolin-2-yl)-1-oxo-2,3-dihydro-1H-isoindol-2-yl]piperidine-2,6-dione